5,7-dibromo-1-(2,2-difluoroethyl)-6-(1,3-dioxolan-2-yl)-2,4-dihydro-1H-benzo[d][1,3]oxazin-2-one BrC1=C(C(=CC=2N(C(OCC21)=O)CC(F)F)Br)C2OCCO2